tosyl triflate O(S(=O)(=O)C(F)(F)F)S(=O)(=O)C1=CC=C(C)C=C1